2,3-dichlorohexanol ClC(CO)C(CCC)Cl